4-nitrophenyl (3-(trifluoromethyl)benzyl)carbamate FC(C=1C=C(CNC(OC2=CC=C(C=C2)[N+](=O)[O-])=O)C=CC1)(F)F